FC=1C(=C2C(=NC1)NC(=N2)C21COC(CC2)CC1)C1CCN(CC1)C=O [4-[6-fluoro-2-(2-oxabicyclo[2.2.2]octan-4-yl)-3H-imidazo[4,5-b]pyridin-7-yl]-1-piperidyl]methanone